2-(methyl-(oxetan-3-yl)amino)propionamide CN(C(C(=O)N)C)C1COC1